N1=NCCCCC(CC1)C(=O)N diazacyclononene-7-carboxamide